NC1=C2C(NC(C2=CC=C1)=O)=O aminoisoindol-1,3-dione